C(C)C1=CC(=NC=2N1N(CC2)C(C(F)(F)F)C)C2=NC=CC=C2 7-Ethyl-5-(pyridin-2-yl)-N-(1,1,1-trifluoropropan-2-yl)pyrazolo[1,5-a]Pyrimidine